trans-(1r,3r)-3-((5-chloro-4-(1-(2-oxo-1,2-dihydropyridin-4-yl)-1H-pyrazol-4-yl)pyrimidin-2-yl)amino)-N-methylcyclobutane-1-carboxamide ClC=1C(=NC(=NC1)N[C@@H]1C[C@H](C1)C(=O)NC)C=1C=NN(C1)C1=CC(NC=C1)=O